(vinylbenzyl)dimethylethylammonium triflate [O-]S(=O)(=O)C(F)(F)F.C(=C)C(C1=CC=CC=C1)[N+](CC)(C)C